O1C(CCCC1)N1N=CC2=C(C=C(C=C12)N1C=NN=C1)OCCCNC(OC(C)(C)C)=O tert-Butyl (3-((1-(tetrahydro-2H-pyran-2-yl)-6-(4H-1,2,4-triazol-4-yl)-1H-indazol-4-yl)oxy)propyl)carbamate